(4-fluorophenyl)dihydro-2H-pyran-4(3H)-one FC1=CC=C(C=C1)C1OCCC(C1)=O